OC1CN(CCCN(C1)S(=O)(=O)C1=C(C=CC=C1)[N+](=O)[O-])C(=O)OC(C)(C)C tert-butyl 3-hydroxy-5-(2-nitrophenyl)sulfonyl-1,5-diazocane-1-carboxylate